(3aR,5s,6aS)-2-((6-methylpyridin-2-yl)methyl)-N-(6-(2,3,5-trifluorophenyl)pyridazin-3-yl)octahydrocyclopenta[c]pyrrol-5-amine CC1=CC=CC(=N1)CN1C[C@@H]2[C@H](C1)CC(C2)NC=2N=NC(=CC2)C2=C(C(=CC(=C2)F)F)F